C(C)(C=C)(CCC=C(C)C)CC(=O)O.C(C)(=O)OC(C=C)(CCC=C(C)C)C 3,7-dimethylocta-1,6-dien-3-yl acetate (LINALYL ACETATE)